C(C)N(CCN1N=NN=C1S)CC 1-(2-diethylaminoethyl)-5-mercapto-1H-tetrazole